(6S)-6-[2-Chloro-3-(2-fluoro-anilino)phenyl]-2-imino-6-methyl-3-(tetrahydropyran-4-yl)hexahydropyrimidin-4-one ClC1=C(C=CC=C1NC1=C(C=CC=C1)F)[C@@]1(CC(N(C(N1)=N)C1CCOCC1)=O)C